ClC1=NC=C(C=N1)CN1CCN(CC1)C1=CC=C(C(=N1)C(C)C)C=1C=C(C(N(C1)C)=O)C 5-[6-[4-[(2-chloropyrimidin-5-yl)methyl]Piperazin-1-yl]-2-isopropyl-3-pyridinyl]-1,3-dimethyl-pyridin-2-one